C(C)(=O)N1CCC(CC1)NC1=CC(=NC=N1)C(=O)NC[C@@H](CN1CC=2NC3=CC=CC=C3C2CC1)O (S)-6-((1-acetylpiperidin-4-yl)amino)-N-(2-hydroxy-3-(1,3,4,9-tetrahydro-2H-pyrido[3,4-b]indol-2-yl)propyl)pyrimidine-4-carboxamide